((4-chloro-2-methylphenyl)amino)-7-methyl-9-(tetrahydro-2H-pyran-4-yl)-7,9-dihydro-8H-purin-8-one ClC1=CC(=C(C=C1)NC1=NC=C2N(C(N(C2=N1)C1CCOCC1)=O)C)C